O=C1CN(CC(N1)=O)CC(C)N1CC(NC(C1)=O)=O [+]-1,2-bis(3,5-dioxopiperazin-1-yl)propane